N-methyl-2-{3-[2-(1-oxa-6-azaspiro[3.3]hept-6-yl)ethoxy]phenyl}ethan-1-amine CNCCC1=CC(=CC=C1)OCCN1CC2(CCO2)C1